BrC1=CC=C(C=C1)C=1N=C2N(C=CC=C2)C1CN1CC2CCC(C1)N2C(=O)C2CCCC2 (3-{[2-(4-Bromophenyl)imidazo[1,2-a]pyridin-3-yl]-methyl}-3,8-diazabicyclo[3.2.1]oct-8-yl)-(cyclopentyl)methanone